5-methyl-2-(methyl-d3)-4,5-dihydro-2H-pyrazolo[4,3-c]Quinoline-6-amine CN1CC=2C(C3=CC=CC(=C13)N)=NN(C2)C([2H])([2H])[2H]